C(C1=CC=CC=C1)OC(N[C@H]1C[C@@H](C(CC1)=O)F)=O ((1R,3S)-3-fluoro-4-oxocyclohexyl)carbamic acid benzyl ester